3-(glycidyloxy)propyl-triethoxysilane C(C1CO1)OCCC[Si](OCC)(OCC)OCC